C(C)(=O)C1=CN(C2=CC=C(C=C12)C=1C=NC(=NC1)OC)CC(=O)OC(C)(C)C tert-Butyl 2-(3-acetyl-5-(2-methoxypyrimidin-5-yl)-1H-indol-1-yl)acetate